4-(6-amino-2-ethynyl-9H-purin-9-yl)cyclohexanecarboxylic acid NC1=C2N=CN(C2=NC(=N1)C#C)C1CCC(CC1)C(=O)O